C(#N)C1=CN=CN1C[C@H](C(=O)OCC)O ethyl (2R)-3-(5-cyanoimidazol-1-yl)-2-hydroxy-propanoate